((1r,4r)-4-(2-methoxyethoxy)cyclohexyl)-2-(thiazol-5-yl)-5H-pyrrolo[3,2-d]pyrimidine-4-carboxamide COCCOC1CCC(CC1)N1C=CC=2N=C(N=C(C21)C(=O)N)C2=CN=CS2